C(#N)[C@H]1N(CSC1)C(CNC(=O)C1=CC=NC2=CC=C(C=C12)N1CCOCC1)=O (R)-N-(2-(4-cyanothiazolidin-3-yl)-2-oxoethyl)-6-morpholino-quinoline-4-carboxamide